2-(Neopentyl-(4-(thiazol-4-yl)benzyl)amino)pyrimidine-4-carbonitrile C(C(C)(C)C)N(C1=NC=CC(=N1)C#N)CC1=CC=C(C=C1)C=1N=CSC1